Ethyl 2-((2'-chloro-4-methyl-4'-((4-methylpiperazin-1-yl)sulfonyl)-[1,1'-biphenyl]-3-yl)(propyl)amino)thiazole-4-carboxylate ClC1=C(C=CC(=C1)S(=O)(=O)N1CCN(CC1)C)C1=CC(=C(C=C1)C)N(C=1SC=C(N1)C(=O)OCC)CCC